tert-butyl 3-((1-(3-(2,6-bis(benzyloxy)pyridin-3-yl)-1-methyl-1H-indazol-7-yl)piperidin-4-yl)methyl)-3,6-diazabicyclo[3.1.1]heptane-6-carboxylate C(C1=CC=CC=C1)OC1=NC(=CC=C1C1=NN(C2=C(C=CC=C12)N1CCC(CC1)CN1CC2N(C(C1)C2)C(=O)OC(C)(C)C)C)OCC2=CC=CC=C2